(±)-10-hydroxy-4Z,7Z,11E,13Z,16Z,19Z-docosahexaenoic acid CC/C=C\C/C=C\C/C=C\C=C\C(C/C=C\C/C=C\CCC(=O)O)O